C1(CC1)[C@H](C)NC(=O)C1=NNC(=C1)C=1C=C(C=CC1)C=1OC(=CN1)C(=O)N[C@@H](C(C)C)C(=O)OCC ethyl (2-(3-(3-(((S)-1-cyclopropylethyl)carbamoyl)-1H-pyrazol-5-yl)phenyl)oxazole-5-carbonyl)-L-valinate